2-[({[(2R,3S,11bR)-9,10-dimethoxy-3-(2-methylpropyl)-1H,2H,3H,4H,6H,7H,11bH-pyrido[2,1-a]isoquinolin-2-yl]methoxy}carbonyl)amino]acetic acid COC=1C=C2CCN3[C@@H](C2=CC1OC)C[C@H]([C@@H](C3)CC(C)C)COC(=O)NCC(=O)O